C1(=CC=CC=2C3=CC=CC=C3C3=CC=CC=C3C12)C=1C(=C(C=CC1)C1=CC=CC=C1)C1=CC=CC=2SC3=C(C21)C=CC=C3 (triphenyleneyl)(Dibenzothiophenyl)biphenyl